phenyl-(trifluoromethyl)diazirine C1=CC=C(C=C1)N2C(=N2)C(F)(F)F